4-chloro-hexadienone ClC(=CC(C)=O)C=C